BrC1=NC=C(C(=C1)F)C 2-bromo-4-fluoro-5-methylpyridine